N(=C=S)C=1N=C(N(C1)C)C1=C(C=C(C=C1)C(F)(F)F)OC 4-Isothiocyanato-2-(2-methoxy-4-(trifluoromethyl)phenyl)-1-methyl-1H-imidazole